1-[4-(4-{[(3-chlorophenyl)methyl]carbamoyl}-1H-1,2,3-triazol-1-yl)butyl]-N-{[4-(trifluoromethyl)pyridin-2-yl]methyl}-1H-1,2,3-triazole-4-carboxamide ClC=1C=C(C=CC1)CNC(=O)C=1N=NN(C1)CCCCN1N=NC(=C1)C(=O)NCC1=NC=CC(=C1)C(F)(F)F